C1COO1 ethyleneoxy ether